methyl 2-mercapto-1-((tetrahydrofuran-2-yl) methyl)-1H-benzo[d]imidazole-6-carboxylate SC1=NC2=C(N1CC1OCCC1)C=C(C=C2)C(=O)OC